N,N-dibenzyl-2-benzothiazolesulfenamide C(C1=CC=CC=C1)N(SC=1SC2=C(N1)C=CC=C2)CC2=CC=CC=C2